C1(=CC=CC2=CC=CC=C12)C1=C(C=CC=C1)C=1C2=CC=CC=C2C(=C2C=CC(=CC12)C(C)(C)C)C1=C(C=CC=C1)C1=CC=CC2=CC=CC=C12 9,10-bis[2-(1-naphthyl)phenyl]-2-t-butylanthracene